FC1=CC=C2C(=C(NC2=C1C1=C2N(N=C1C)CCC2)C(=O)OC(C)(C)C)CCCOC2=CC=CC1=CC(=CC=C21)F tert-butyl 6-fluoro-3-(3-((6-fluoronaphthalen-1-yl)oxy)propyl)-7-(2-methyl-5,6-dihydro-4H-pyrrolo[1,2-b]pyrazol-3-yl)-1H-indole-2-carboxylate